CC(=C)C(CCC(C=C)=C)=O 2-methyl-6-methylene-1,7-octadiene-3-one